CN(C(=O)[C@@H]1CC12CCN(CC2)C(=O)OC(C(F)(F)F)C(F)(F)F)C=2C=NC=CC2 |o1:4| 1,1,1,3,3,3-hexafluoropropan-2-yl (R or S)-1-(methyl(pyridin-3-yl)carbamoyl)-6-azaspiro[2.5]octane-6-carboxylate